O=C1N(C[C@H]2N1CCNC2)C21CC(C2)(C1)NC(C)=O (S)-N-(3-(3-oxohexahydroimidazo[1,5-a]pyrazin-2(3H)-yl)bicyclo[1.1.1]pentan-1-yl)acetamide